6-chloro-2-[(3,4-dimethylphenyl)methyl]-1H-indazol-3-one ClC1=CC=C2C(N(NC2=C1)CC1=CC(=C(C=C1)C)C)=O